OC=1C(=C(C(=C(C1)[C@@H]1COC2=CC(=CC=C2C1)O)OC)OC)OC (R)-3-(5-hydroxy-2,3,4-trimethoxyphenyl)-chroman-7-ol